(2S,2'S)-((1S,1'S)-((2,5-bis(2-ethylhexyl)-3,6-dioxo-2,3,5,6-tetrahydropyrrolo[3,4-C]pyrrole-1,4-diyl)bis(thiophene-5,2-diyl))bis(3-methylbutane-1,1-diyl))bis(azetidine-2-carboxamide) C(C)C(CN1C(=C2C(N(C(=C2C1=O)C1=CC=C(S1)[C@H](CC(C)C)N1[C@@H](CC1)C(=O)N)CC(CCCC)CC)=O)C1=CC=C(S1)[C@H](CC(C)C)N1[C@@H](CC1)C(=O)N)CCCC